5-((2-chloro-5-nitropyrimidin-4-yl)(methyl)amino)-2-ethylthiazole-4-carboxylic acid ethyl ester C(C)OC(=O)C=1N=C(SC1N(C)C1=NC(=NC=C1[N+](=O)[O-])Cl)CC